tert-butyl-2-iodo-5,6-dihydro[1,2,4]triazolo[1,5-a]pyrazine-7(8H)-carboxylate C(C)(C)(C)OC(=O)N1CC=2N(CC1)N=C(N2)I